C(C1=CC=CC=C1)OC1=C(N2C(C3=C(C=CC=C13)C1=CC=C(C=C1)Cl)=NC(=N2)C)C(=O)NCC(=O)OCC ethyl (6-(benzyloxy)-10-(4-chlorophenyl)-2-methyl-[1,2,4]triazolo[5,1-a]isoquinoline-5-carbonyl)glycinate